1-(3-(imidazo[1,2-a]pyridin-6-yl)phenyl)ethan-1-one N=1C=CN2C1C=CC(=C2)C=2C=C(C=CC2)C(C)=O